C(C)[C@]1(C(OCC=2C(N3CC=4C(=NC=5C=C(C(=C6C5C4[C@H](CC6)NC(O)=O)C)F)C3=CC21)=O)=O)O ((1S,9S)-9-ethyl-5-fluoro-9-hydroxy-4-methyl-10,13-dioxo-2,3,9,10,13,15-hexahydro-1h,12h-benzo[de]pyrano[3',4':6,7]indolizino[1,2-b]quinolin-1-yl)carbamic acid